4-(4-((2,4-diaminopyrimidin-5-yl)methyl)-2,6-dimethoxyphenoxy)-N-(2-(2-((2-(2,6-dioxopiperidin-3-yl)-1,3-dioxoisoindolin-4-yl)amino)ethoxy)ethyl)butanamide NC1=NC=C(C(=N1)N)CC1=CC(=C(OCCCC(=O)NCCOCCNC2=C3C(N(C(C3=CC=C2)=O)C2C(NC(CC2)=O)=O)=O)C(=C1)OC)OC